1-(((5S,7S)-3-(5-(tert-butyl)pyrazin-2-yl)-7-methyl-2-oxo-1-oxa-3-azaspiro[4.5]decane-7-yl)methyl)-1H-benzo[d]imidazole-6-carbonitrile C(C)(C)(C)C=1N=CC(=NC1)N1C(O[C@]2(C1)C[C@@](CCC2)(C)CN2C=NC1=C2C=C(C=C1)C#N)=O